4-amino-2-(ethoxymethyl)-6,7-dimethyl-1H-imidazo[4,5-c]pyridin NC1=NC(=C(C2=C1N=C(N2)COCC)C)C